[I-].[I-].C[N+]1=C(SC2=C1C=CC=C2)C=C2C=CN(C1=CC=CC=C21)CCC[N+](C)(C)C 3-METHYL-2-([1-[3-(TRIMETHYLAMMONIO)PROPYL]-4(1H)-QUINOLINYLIDENE]METHYL)-1,3-BENZOTHIAZOL-3-IUM DIIODIDE